ethyl-p-chlorophenylcarbodiimide methacrylate C(C(=C)C)(=O)O.C(C)N=C=NC1=CC=C(C=C1)Cl